(1r,3S)-3-phenoxycyclobutane O(C1=CC=CC=C1)C1CCC1